[N+3].[N+](=O)([O-])[O-].[N+](=O)([O-])[O-].[N+](=O)([O-])[O-] (Nitrate) nitrogen